NC=1C(=NC(=CN1)C1=CC(=CC=C1)C=1C=NN(C1)CC(C)(C)O)C(=O)N[C@@H]1CNCCC1 (S)-3-amino-6-(3-(1-(2-hydroxy-2-methylpropyl)-1H-pyrazol-4-yl)phenyl)-N-(piperidin-3-yl)pyrazine-2-carboxamide